N-methyl-pyrrolidone acetate C(C)(=O)O.CN1C(CCC1)=O